2-methyl-5-(trifluoromethyl)-3,4-dihydro-1H-isoquinolin-7-amine CN1CC2=CC(=CC(=C2CC1)C(F)(F)F)N